Magnesium aluminum silicate salt [Si]([O-])([O-])([O-])[O-].[Al+3].[Mg+2]